NC(C)(CCC)O 2-Amino-2-pentanol